FC(C=1C=C2C(=CC=NC2=CC1)C(=O)NCC(=O)O)(F)F (6-(trifluoromethyl)-quinoline-4-carbonyl)glycine